C(=CC1=CC=CC=C1)C1=CC(=O)NC1=O styrene-maleic acid imide